C1(=C(C(=CC(=C1)C)C)C=1N=C(OC1CCC1=CC=CC=C1)C1=CC=CC=C1)C 4-Mesityl-5-phenethyl-2-phenyloxazole